ClCC1=CC(=NC=C1)NC(=O)NCCF 1-(4-(chloromethyl)pyridin-2-yl)-3-(2-fluoroethyl)urea